5-bromo-7-fluoro-2-methyl-3-(prop-1-en-2-yl)-2H-indazole BrC1=CC2=C(N(N=C2C(=C1)F)C)C(=C)C